[Br-].[NH4+].[NH4+].[Br-] bisammonium bromide